S1C(=CC=2CS(C=3C=CC=CC3C21)=O)C(=O)OCC Ethyl 4H-thieno[3,2-c]thiochromene-2-carboxylate 5-oxide